1-(6-((4-Chloro-5-(trifluoromethyl)pyrimidin-2-yl)amino)-7-ethyl-3,4-dihydroisoquinolin-2(1H)-yl)-2,2,2-trifluoroethan-1-one ClC1=NC(=NC=C1C(F)(F)F)NC=1C=C2CCN(CC2=CC1CC)C(C(F)(F)F)=O